N-[(3-Methyl-2-nitro-imidazol-4-yl)methyl]-N-[5-[4-[[5-[2-(4-methylpiperazin-1-yl)ethoxy]pyrimidin-2-yl]amino]cyclohexoxy]-7-morpholino-1,6-naphthyridin-3-yl]methanesulfonamide CN1C(=NC=C1CN(S(=O)(=O)C)C=1C=NC2=CC(=NC(=C2C1)OC1CCC(CC1)NC1=NC=C(C=N1)OCCN1CCN(CC1)C)N1CCOCC1)[N+](=O)[O-]